3-(((R)-7-((2S,4R)-2-(2,5-difluorophenyl)-4-(methylamino)piperidine-1-carbonyl)-7-azaspiro[4.5]dec-10-yl)methyl)-6-fluoroquinazolin-4(3H)-one FC1=C(C=C(C=C1)F)[C@H]1N(CC[C@H](C1)NC)C(=O)N1CC2(CCCC2)[C@@H](CC1)CN1C=NC2=CC=C(C=C2C1=O)F